C1CC2C(=CC3=CC=CC=C3N2)C(=O)C1 TETRAHYDROACRIDINONE